2-(2-((4-(aminomethyl)-6H-benzo[c]chromen-9-yl)methoxy)-4-(1H-pyrazol-4-yl)phenyl)acetic acid NCC=1C=CC=C2C3=C(COC12)C=CC(=C3)COC3=C(C=CC(=C3)C=3C=NNC3)CC(=O)O